3-[[4-[(E)-3-(6-Methoxynaphthalen-2-yl)prop-2-enoyl]phenyl]sulfonylamino]propanoic acid COC=1C=C2C=CC(=CC2=CC1)/C=C/C(=O)C1=CC=C(C=C1)S(=O)(=O)NCCC(=O)O